3-(3-(3-oxopyrrolidin-1-yl)phenyl)piperidine-2,6-dione O=C1CN(CC1)C=1C=C(C=CC1)C1C(NC(CC1)=O)=O